(S)-1-(3-chloro-4-fluorophenyl)-5-(5-(3,5-dimethylisoxazol-4-yl)-1-((1r,4S)-4-methoxycyclohexyl)-1H-benzo[d]imidazol-2-yl)pyrrolidin-2-one ClC=1C=C(C=CC1F)N1C(CC[C@H]1C1=NC2=C(N1C1CCC(CC1)OC)C=CC(=C2)C=2C(=NOC2C)C)=O